COC(C1CCN(CC1)C=1C=C2CN(C(C2=CC1)=O)[C@@H]1C(NC(CC1)=O)=O)OC (S)-3-(5-(4-(dimethoxymethyl)piperidin-1-yl)-1-oxoisoindolin-2-yl)piperidine-2,6-dione